bis{[(2,6-dinitrobenzyl)oxy]carbonyl}diaminodiphenylmethane [N+](=O)([O-])C1=C(COC(=O)C=2C(=C(C=CC2)C(C2=CC=CC=C2)(N)N)C(=O)OCC2=C(C=CC=C2[N+](=O)[O-])[N+](=O)[O-])C(=CC=C1)[N+](=O)[O-]